C(=O)C=1C(=CC=C2C(C(=C(OC12)C)CCC(=O)NCCN1CCOCC1)=O)O 3-(8-formyl-7-hydroxy-2-methyl-4-oxo-4H-chromen-3-yl)-N-(2-morpholinoethyl)propionamide